pyrimidinopyrrole N1=CN=CC2=C1C=CN2